[Na+].O=C[C@H](O)[C@@H](O)[C@H](O)[C@H](O)C(=O)[O-] glucuronate sodium salt